N[C@@H]1C2=CC=CC=C2CC12CCN(CC2)C=2NC(C1=C(N2)NN=C1C1(CC1)C1=CC(=CC=C1)CO)=O (S)-6-(1-amino-1,3-dihydrospiro[indene-2,4'-piperidin]-1'-yl)-3-(1-(3-(hydroxymethyl)phenyl)cyclopropyl)-1,5-dihydro-4H-pyrazolo[3,4-d]pyrimidin-4-one